4-(3-(3,5-dichloro-4-(4-(prop-2-yn-1-yl)piperazin-1-yl)phenyl)-2-methyl-3H-imidazo[4,5-b]pyridin-5-yl)pyridin-2-amine ClC=1C=C(C=C(C1N1CCN(CC1)CC#C)Cl)N1C(=NC=2C1=NC(=CC2)C2=CC(=NC=C2)N)C